O=C1NC(CCC1N1C(C2=CC=C(C=C2C1)C1CCN(CC1)CC1CCN(CC1)C1=CC=C(C=C1)N1C=NC2=CC=CC=C2C1=O)=O)=O 3-(4-[4-({4-[2-(2,6-dioxopiperidin-3-yl)-1-oxo-2,3-dihydro-1H-isoindol-5-yl]piperidin-1-yl}methyl)piperidin-1-yl]phenyl)-4-oxo-3,4-dihydroquinazolin